(R)-N-(6-cyclopropylpyridin-3-yl)-1-((3-methylpyridin-2-yl)methyl)piperidine-2-carboxamide C1(CC1)C1=CC=C(C=N1)NC(=O)[C@@H]1N(CCCC1)CC1=NC=CC=C1C